N1(CCCCC1)C=O piperidineformaldehyde